C1=CC=CC=2N(C3=C(C=CC21)C=CC=C3)CC3=NC=C(C(=O)NO)C=C3 6-((5H-dibenzo[b,f]azepin-5-yl)methyl)-N-hydroxynicotinamide